NC1CCN(CC1)C1=NC(=C2N=CN(C2=N1)C(C)C)NCC1=C(C=CC=C1)N1CC2CCC(C1)N2C 2-(4-aminopiperidin-1-yl)-9-isopropyl-N-(2-(8-methyl-3,8-diazabicyclo[3.2.1]octan-3-yl)benzyl)-9H-purin-6-amine